ClC1=C(C(=O)OC)C=CC(=C1)C=1N(C=C(N1)C(F)(F)F)C methyl 2-chloro-4-[1-methyl-4-(trifluoromethyl)imidazol-2-yl]benzoate